(E)-3-fluoro-2-((4-((((1s,4s)-4-methoxycyclohexyl)methyl)sulfonyl)phenoxy)methyl)prop-2-en-1-amine F/C=C(\CN)/COC1=CC=C(C=C1)S(=O)(=O)CC1CCC(CC1)OC